C(#N)CC1(CN(C1)C1CCN(CC1)C(=O)NC1=NC(=CC=C1)C(F)(F)F)N1N=CC(=C1)C=1C2=C(N=CN1)NC=C2 4-{3-(cyanomethyl)-3-[4-(7H-pyrrolo[2,3-d]pyrimidin-4-yl)-1H-pyrazol-1-yl]azetidin-1-yl}-N-[6-(trifluoromethyl)pyridin-2-yl]piperidine-1-carboxamide